O=C(C(=O)OC(C)(C)C)C#C[Si](CC)(CC)CC tert-Butyl 2-oxo-4-(triethylsilyl)but-3-ynoate